ClC=1C(=NC(=NC1)NC1CCN(CC1)CC1=CC(=C2C(N(C(C2=C1)=O)C1C(NC(CC1)=O)=O)=O)F)C=1C=NN(C1CC1CC1)C 6-((4-((5-chloro-4-(5-(cyclopropylmethyl)-1-methyl-1H-pyrazol-4-yl)pyrimidin-2-yl)amino)piperidine-1-yl)methyl)-2-(2,6-dioxopiperidin-3-yl)-4-fluoroisoindoline-1,3-dione